Oxazolo[3,4-b]Isoquinolin-8-one C1OCN2C=C3C=CC(C=C3C=C21)=O